C(#C)C1=CC(=C(C(=N1)C)C1=C(C2=C(N=CN=C2C)N1C)C1=CCC(CC1)C(=O)N1[C@@H](CCC1)C#N)C (2S)-1-(4-(6-(6-ethynyl-2,4-dimethylpyridin-3-yl)-4,7-dimethyl-7H-pyrrolo[2,3-d]pyrimidin-5-yl)cyclohex-3-ene-1-carbonyl)pyrrolidine-2-carbonitrile